methyl-1,2,2,6,6-pentamethyl-4-piperidyl sebacate C(CCCCCCCCC(=O)[O-])(=O)OC1C(C(N(C(C1)(C)C)C)(C)C)C